CC1=NOC(=C1C1=CC=C2C=3N([C@H](COC31)C3=NC=CC=C3)C(=N2)N2CCC(CC2)NC(C)=O)C N-{1-[(4S)-7-(3,5-dimethylisoxazol-4-yl)-4-pyridin-2-yl-4,5-dihydroimidazo[1,5,4-de][1,4]benzoxazin-2-yl]piperidin-4-yl}acetamide